(S)-3-(p-tolyl)-2,3,4,5-tetrahydrobenzo[f][1,4]oxazepine-8-carboxylic acid methyl ester COC(=O)C1=CC2=C(CN[C@H](CO2)C2=CC=C(C=C2)C)C=C1